NC1=CNC=2N=CC=C(C21)C=O 3-AMINO-1H-PYRROLO[2,3-B]PYRIDINE-4-CARBALDEHYDE